N-benzyl-N-[(2-methyl)allyl]-4-chlorobenzamide C(C1=CC=CC=C1)N(C(C1=CC=C(C=C1)Cl)=O)CC(=C)C